C(C1=CC=CC=C1)N1C(N(C2=NC(=NC=C2C1)NC=1C=NN(C1C)C)C=1C=C(C=CC1)NC(C=C)=O)=O N-(3-(3-benzyl-7-((1,5-dimethyl-1H-pyrazol-4-yl)amino)-2-oxo-3,4-dihydropyrimido[4,5-d]pyrimidin-1(2H)-yl)phenyl)acrylamide